NC1=C2C=NN(C2=CC(=C1C1=CC=CN2C(=CC(=C12)\C=C\OCC)C(=O)C1=CC(=C(C(=C1)F)F)F)C(F)(F)F)C (E)-(8-(4-amino-1-methyl-6-(trifluoromethyl)-1H-indazol-5-yl)-1-(2-ethoxyvinyl)indolizin-3-yl)(3,4,5-trifluorophenyl)methanone